3a-Hydroxy-1H,2H,3H,3aH,4H-pyrrolo[2,3-b]1,7-naphthyridine-4-one OC12C(=NC3=CN=CC=C3C1=O)NCC2